cis-N-(5-cyano-4-(2H-1,2,3-triazol-2-yl)pyridin-2-yl)-3-methyl-6-azabicyclo[3.1.1]heptane-6-carboxamide C(#N)C=1C(=CC(=NC1)NC(=O)N1C2CC(CC1C2)C)N2N=CC=N2